4-hydroxy-piperidine-1-carboxylate OC1CCN(CC1)C(=O)[O-]